C(C)(C)(C)OC(=O)N1[C@H](CN(CC1)C1=C(C(=CC=C1[N+](=O)[O-])Br)C(F)(F)F)C=O (2R)-4-[3-bromo-6-nitro-2-(trifluoromethyl)phenyl]-2-formylpiperazine-1-carboxylic acid tert-butyl ester